CN1CC(CC1)C1=CC=2C(=NC=CC2NC=2C=CC3=C(N=CS3)C2)S1 N-(2-(1-methylpyrrolidin-3-yl)thieno[2,3-b]pyridin-4-yl)benzo-[d]thiazol-5-amine